ClC1=NC(=CC(=N1)C(=O)NC1=CC(=NC=C1)C(F)(F)F)OC 2-chloro-6-methoxy-N-(2-(trifluoromethyl)pyridin-4-yl)pyrimidine-4-carboxamide